OC1=C(C(=O)OCCCCC)C=CC=C1 PENTYL 2-HYDROXYBENZOATE